(R)-5-((S)-2-((R)-4-benzyl-2-oxooxazolidin-3-yl)-1-(4-chlorophenyl)-2-oxoethyl)-6-azaspiro[3.4]octane-6-carboxylic acid tert-butyl ester C(C)(C)(C)OC(=O)N1[C@@H](C2(CCC2)CC1)[C@@H](C(=O)N1C(OC[C@H]1CC1=CC=CC=C1)=O)C1=CC=C(C=C1)Cl